3-sulfopropyl-potassium methacrylate salt C(C(=C)C)(=O)O.S(=O)(=O)(O)CCC[K]